COC(=O)C1CN(C1)CC1=CC=C(C=C1)C1=NOC(C1)C1=CC(=C(C=C1)OC(C)C)C(F)(F)F 1-(4-(5-(4-isopropoxy-3-(trifluoromethyl)phenyl)-4,5-dihydro-isoxazol-3-yl)benzyl)azetidine-3-carboxylic acid methyl ester